FC(C1=CC=C(C=C1)N1C2=C(NC(C1)CNC(C=C)=O)N=CC=C2)(F)F N-((1-(4-(trifluoromethyl)phenyl)-1,2,3,4-tetrahydropyrido[2,3-b]pyrazin-3-yl)methyl)acrylamide